C(CCCCCCCCCCC)(=O)N1CCOCC1 N-lauroyl-morpholine